[Br-].C(CCCC)C1=NC=CN1C pentyl-3-methylimidazole Bromide